C(CC)C1=CC(=NC=C1)CCCCC 4-propyl-2-pentylpyridine